4-bromo-6-ethyl-5-iodo-1-(tetrahydro-2H-pyran-2-yl)-1H-indazole BrC1=C2C=NN(C2=CC(=C1I)CC)C1OCCCC1